N-(5-(difluoromethoxy)-1H-pyrazol-3-yl)-6-(((1S,2R,3R,5R)-2-fluoro-8-methyl-8-azabicyclo[3.2.1]octan-3-yl)oxy)pyrazin-2-amine FC(OC1=CC(=NN1)NC1=NC(=CN=C1)O[C@H]1[C@@H]([C@@H]2CC[C@H](C1)N2C)F)F